(S)-2-(4-(6-((3-chloro-5-((1-methyl-1H-pyrazol-4-yl)ethynyl)pyridin-2-yl)methoxy)pyridin-2-yl)-2,5-difluorobenzyl)-1-(oxetan-2-ylmethyl)-1H-benzo[d]imidazole-6-carboxylic acid ClC=1C(=NC=C(C1)C#CC=1C=NN(C1)C)COC1=CC=CC(=N1)C1=CC(=C(CC2=NC3=C(N2C[C@H]2OCC2)C=C(C=C3)C(=O)O)C=C1F)F